Cl[Si](CCC1=CC=NC=C1)(Cl)Cl 4-[2-(trichlorosilyl)ethyl]pyridine